N[C@@H](C(=O)O)CCCC |r| DL-α-aminocaproic acid